ClC=1C=C(C=C(C1)Cl)C1=NOC2(C1CCN2C(=O)OC(C)(C)C)C(N[C@H]2C=C[C@H](C2)C(=O)OC)=O tert-butyl 3-(3,5-dichlorophenyl)-6a-[[(1R,4S)-4-methoxycarbonylcyclopent-2-en-1-yl]carbamoyl]-4,5-dihydro-3aH-pyrrolo[3,2-d]isoxazole-6-carboxylate